methyl (1S,3aS,4S,7R,7aR,8R)-8-hydroxy-2,3,3a,4,7,7a-hexahydro-1H-4,7-methanoisoindole-1-carboxylate O[C@@H]1[C@@H]2[C@H]3CN[C@@H]([C@H]3[C@H]1C=C2)C(=O)OC